5-(4-chlorophenoxy)-2,2-dimethyl-2,3-dihydro-1H-indene-1-one ClC1=CC=C(OC=2C=C3CC(C(C3=CC2)=O)(C)C)C=C1